3-(4-isopropylpiperazin-1-yl)-3-oxopropionic acid C(C)(C)N1CCN(CC1)C(CC(=O)O)=O